6-methyl-5-{[3-(4-methylpiperazin-1-yl)propyl]oxy}-1-phenyl-4,5-dihydro-1H-pyrazolo[3,4-d]pyrimidin-4-one CC=1N(C(C2=C(N1)N(N=C2)C2=CC=CC=C2)=O)OCCCN2CCN(CC2)C